C(CCCCCCCCCCC)OC(CCCC1=NC2=C(N1C)C=CC(=C2)N(CCCl)CCCl)=O 4-{5-[bis-(chloroethyl)-amino]-1-methyl-1H-benzimidazol-2-yl}butanoic acid dodecyl ester